N-(2-(4-fluorophenyl)-2-(2,6-diazaspiro[3.4]octan-6-yl)ethyl)-2,5-bis(trifluoromethyl)pyrazolo[1,5-a]pyrimidin-7-amine FC1=CC=C(C=C1)C(CNC1=CC(=NC=2N1N=C(C2)C(F)(F)F)C(F)(F)F)N2CC1(CNC1)CC2